P(=O)(OCC)(OCC)[O-] Diethyl phosphate